N[C@@H](CCC(=O)[O-])C(=O)OCCCCCCCCCCCCCC Myristyl Glutamate